(R)-7-hydroxy-5-oxo-2-azaspiro[3.4]octane-2-carboxylic acid benzyl ester C(C1=CC=CC=C1)OC(=O)N1CC2(C1)C(C[C@@H](C2)O)=O